2-bromo-1-(1-(trifluoromethyl)cyclobutyl)ethan-1-one BrCC(=O)C1(CCC1)C(F)(F)F